N-methyl-N,N,N-tridodecylammonium C[N+](CCCCCCCCCCCC)(CCCCCCCCCCCC)CCCCCCCCCCCC